N1(CCOCC1)C(COC1=CC=C(C=C1)C1=NC2=C(N1)C=CC(=C2)C#N)=O 2-[4-(2-morpholin-4-yl-2-oxo-ethoxy)-phenyl]-1H-benzimidazole-5-carbonitrile